CC(C)C1=C(C(=CC=C1)C(C)C)N=C=NC2=C(C=CC=C2C(C)C)C(C)C 2,2',6,6'-tetraisopropyldiphenylcarbodiimide